5-Acetyl-2-hydroxybenzenesulfonic acid C(C)(=O)C=1C=CC(=C(C1)S(=O)(=O)O)O